FC1=CC=C(C=C1)C(C1=C(N)C(=CC(=C1)CC)CC)C1=CC=C(C=C1)F 2-bis(p-fluorophenyl)methyl-4,6-diethylaniline